ClC=1C=C(C=2N(N1)C=CN2)[C@@H]2[C@H](C2)C2=CC=C1C=NN(C1=C2)CC(F)F 6-chloro-8-[(1S,2S)-2-[1-(2,2-difluoroethyl)indazol-6-yl]cyclopropyl]imidazo[1,2-b]pyridazine